C(C=C)NC1=C2C(=NC(=C1)NC1=CC=C(C=3CCOC31)C(=O)N3C[C@H](CC3)N3CCOCC3)NC=C2C(F)(F)F (S)-(7-((4-(allylamino)-3-(trifluoromethyl)-1H-pyrrolo[2,3-b]pyridin-6-yl)amino)-2,3-dihydrobenzo-furan-4-yl)(3-morpholinopyrrolidin-1-yl)methanone